NC1CCC(CC1)CNC1=CC=C(C=C1)N1CCSCC1 4-(4-(((4-Aminocyclohexyl)methyl)amino)phenyl)thiomorpholine